ethyl (R)-2-hydroxy-3-((S)-2-((1-(4-methoxybenzyl)-6-oxo-5-(trifluoromethyl)-1,6-dihydropyridazin-4-yl)oxy)propoxy)propanoate O[C@@H](C(=O)OCC)COC[C@H](C)OC=1C=NN(C(C1C(F)(F)F)=O)CC1=CC=C(C=C1)OC